BrC=1C(=NC(=CC1)Cl)N1CCN(CC1)C(=O)OC(C)(C)C tert-butyl 4-(3-bromo-6-chloro-2-pyridyl)piperazine-1-carboxylate